CC1(CC(C1)NC=1N=CC2=C(N1)NC=C2C=2C=CC1=C(N(N=N1)C)C2)NC(CC)=O N-((1r,3r)-1-methyl-3-((5-(1-methyl-1H-benzo[d][1,2,3]triazol-6-yl)-7H-pyrrolo[2,3-d]pyrimidin-2-yl)amino)cyclobutyl)propionamide